OC1=CC=C(C=C1)C(CC(CC)C)C1=CC=C(C=C1)O 1,1-Bis(4-hydroxyphenyl)-3-methylpentane